3-acetyl-2-oxo-4-phenyl-1,2-dihydroquinoline-6-carbonitrile C(C)(=O)C=1C(NC2=CC=C(C=C2C1C1=CC=CC=C1)C#N)=O